C1(=C(C=CC=C1)S(=O)(=O)N(C(=O)N)C1=CC=C(C=C1)C(=O)OCCCC)C tolylsulfonyl-p-butoxycarbonylphenylurea